3-carbamoylpyridin-1-ium C(N)(=O)C=1C=[NH+]C=CC1